((3-fluorobenzyl)oxy)benzaldehyde FC=1C=C(COC2=C(C=O)C=CC=C2)C=CC1